4-Pyrrolidin-1-yl-5-p-tolyl-thieno[2,3-d]pyrimidine N1(CCCC1)C=1C2=C(N=CN1)SC=C2C2=CC=C(C=C2)C